C(C1=CC=CC=C1)SC1=CC=C(C=C1)NC[C@H](CC1=CC=CC=C1)NC(C1=CC=C(C=C1)F)=O (S)-N-(1-(4-(benzylthio)phenylamino)-3-phenylpropan-2-yl)-4-fluorobenzamide